CC1=NC(=NC=2N([C@H](C(N(C12)C)=O)C)C)N[C@@H]1C[C@H](C1)OC1=CC(=C(C(=C1)F)F)F (7S)-4,5,7,8-tetramethyl-2-((trans-3-(3,4,5-trifluorophenoxy)cyclobutyl)-amino)-7,8-dihydropteridin-6(5H)-one